C1(CCCCC1)NC(=O)C1=NN(C(C=C1C)=O)C1=CC(=C(C=C1)OC1=CC=NC2=CC(=C(C=C12)OC)OCCCN1CCOCC1)F N-cyclohexyl-1-{3-fluoro-4-[6-methoxy-7-(3-morpholinopropoxy)quinolin-4-yloxy]phenyl}-4-methyl-6-oxo-1,6-dihydropyridazine-3-carboxamide